(2-(pyrimidin-2-yl)-2-azaspiro[3.3]heptan-6-yl)methanol N1=C(N=CC=C1)N1CC2(C1)CC(C2)CO